BrC1=CC2=C(N=C(N=C2)N[C@@H]2CC[C@H](CC2)N(C)C)N2C1=NN=C2 trans-N1-(6-bromo-[1,2,4]triazolo[4',3':1,6]pyrido[2,3-d]pyrimidin-2-yl)-N4,N4-dimethylcyclohexane-1,4-diamine